oxazolo[4,5-b]pyridine-6-carbaldehyde O1C=NC2=NC=C(C=C21)C=O